3-(2,6-Difluoro-3,5-dimethoxyphenyl)-1-(4-fluorophenyl)-8-(morpholinomethyl)-1,3,4,7-tetrahydro-2H-pyrrolo[3',2':5,6]pyrido[4,3-d]pyrimidine-2-thione FC1=C(C(=C(C=C1OC)OC)F)N1C(N(C2=C(C1)C=NC1=C2C=C(N1)CN1CCOCC1)C1=CC=C(C=C1)F)=S